NC1=CC2=C(N=C(S2)C=2SC[C@@H](N2)C(=O)O)C=C1 (4S)-2-(6-amino-1,3-benzothiazol-2-yl)-4,5-dihydrothiazol-4-carboxylic acid